N-benzyltriethylenetetramine C(C1=CC=CC=C1)NCCNCCNCCN